ClC=1C=C(NC2(CCC3(C(CC4=CC=5OCCCCOC5C=C34)C[C@H](COCC3=CC=C(C=C3)OC)C)CC2)C(=O)OC)C=CC1 methyl (1r,4R)-4-(3-chloroanilino)-9'-{(2R)-3-[(4-methoxyphenyl)methoxy]-2-methylpropyl}-2',3',4',5',9',10'-hexahydrospiro[cyclohexane-1,8'-indeno[5,6-b][1,4]dioxocine]-4-carboxylate